C(C)N(CCN(CCOC(OC(CCCCCCCCC(=O)OCC(CCCCCC)CCCC)CCCCCC)=O)CCOC(OC(CCCCCCCCC(=O)OCC(CCCCCC)CCCC)CCCCCC)=O)CC Bis(2-butyloctyl) 16-(2-(diethylamino)ethyl)-10,22-dihexyl-12,20-dioxo-11,13,19,21-tetraoxa-16-azahentriacontanedioate